4-((2-methylpyridin-4-yl)amino)-N-(3-((2-methylpyridin-4-yl)amino)phenyl)benzamide CC1=NC=CC(=C1)NC1=CC=C(C(=O)NC2=CC(=CC=C2)NC2=CC(=NC=C2)C)C=C1